2-methyl-1,2,3,4-tetrahydroquinoline-4-carboxylic acid CC1NC2=CC=CC=C2C(C1)C(=O)O